OCCCNC(=O)C=1C=C(C2=C([C@](CO2)(C2=CC=CC=C2)C)C1)C(=O)NC |r| (+/-)-N5-(3-hydroxypropyl)-N7,3-dimethyl-3-phenyl-2,3-dihydrobenzofuran-5,7-dicarboxamide